C[C@@H]1CN(C[C@@H](C1)NC1=C2C(=NC=C1C1=NC(=CC=C1)C)NC=C2)C(CC#N)=O 3-((3S,5R)-3-methyl-5-((5-(6-methylpyridin-2-yl)-1H-pyrrolo[2,3-b]pyridin-4-yl)amino)piperidin-1-yl)-3-oxopropanenitrile